C(C1=CC(OC)=C(O)C=C1)NC(=O)CCCCCCCCC Vanillyl-capramide